methyl 2-[4-(bromomethyl)phenyl]acetate BrCC1=CC=C(C=C1)CC(=O)OC